3-chloro-8-methyl-7a,8,9,10-tetrahydro-7H-indolo[7,1-fg][1,7]naphthyridine ClC1=C2C=CN3C2=C(C2=CCCN(C2C3)C)C=C1